N-[(2-aminoquinolin-7-yl)methyl]-N-(2-methanesulfonylpyridin-3-yl)-2-(trifluoromethyl)pyrimidine-5-carboxamide NC1=NC2=CC(=CC=C2C=C1)CN(C(=O)C=1C=NC(=NC1)C(F)(F)F)C=1C(=NC=CC1)S(=O)(=O)C